5-hydroxypyridin-2-amine OC=1C=CC(=NC1)N